ClC=1C=C(NC2(CCC3([C@H](CC4=CC(=C(C=C34)OC)C)C[C@H](CO)C)CC2)C(=O)OC)C=CC1 methyl (1r,2'S,4S)-4-(3-chloroanilino)-2'-[(2R)-3-hydroxy-2-methylpropyl]-6'-methoxy-5'-methyl-2',3'-dihydrospiro[cyclohexane-1,1'-indene]-4-carboxylate